7-(4-fluorobenzyl)-1-(3-hydroxypropyl)-3-methyl-8-(4-(trifluoromethyl)phenoxy)-1H-purine-2,6(3H,7H)-dione FC1=CC=C(CN2C(=NC=3N(C(N(C(C23)=O)CCCO)=O)C)OC2=CC=C(C=C2)C(F)(F)F)C=C1